CC1=CC=C(C(=N1)C(=O)O)N[C@H](C)C=1C=C(C=C2C(C=C(OC12)C=1C=CC=2N(C1)C=C(N2)C)=O)C 6-Methyl-3-[[(1R)-1-[6-methyl-2-(2-methylimidazo[1,2-a]pyridin-6-yl)-4-oxo-chromen-8-yl]ethyl]amino]pyridine-2-carboxylic acid